8-(3,5-dichlorophenyl)-N-[(4S)-3,4-dihydro-2H-chromen-4-yl]-4-(dimethylamino)-1,6-naphthyridine-3-carboxamide ClC=1C=C(C=C(C1)Cl)C=1C=NC=C2C(=C(C=NC12)C(=O)N[C@H]1CCOC2=CC=CC=C12)N(C)C